C1=CC=CC=2OC3=CC=CC=C3C(C12)C(=S)C1C2=CC=CC=C2OC=2C=CC=CC12 xanthenyl (xanthenyl) Thioketone